O1CCC(=CC1)/C=C/C[C@@H](C(=O)NC)NC(OC(C)(C)C)=O tert-butyl (S,E)-(5-(3,6-dihydro-2H-pyran-4-yl)-1-(methylamino)-1-oxopent-4-en-2-yl)carbamate